FC=1C=CC(=NC1)C1=NC=CC=C1C=1C=CC=2N=CN=C(C2N1)N 6-(5'-Fluoro-[2,2'-bipyridin]-3-yl)pyrido[3,2-d]pyrimidin-4-amin